NC=1C=C(NC2=NC(=NC(=N2)NC2=CC(=CC=C2)N)NCC2=CC=CC=C2)C=CC1 2,4-bis(3-aminoanilino)-6-benzylamino-1,3,5-triazine